isopropyl (3S)-3-(((R)-((((R)-1-(6-amino-9H-purin-9-yl)propan-2-yl)oxy)methyl)((1-(hexyloxy)-2-methyl-1-oxopropan-2-yl)amino)phosphoryl)amino)-4-methylpentanoate NC1=C2N=CN(C2=NC=N1)C[C@@H](C)OC[P@](=O)(NC(C(=O)OCCCCCC)(C)C)N[C@@H](CC(=O)OC(C)C)C(C)C